FC(C=1NC(NC1)=O)(F)F 4-(trifluoromethyl)-1,3-dihydro-2H-imidazole-2-one